COC=CC1=C(C=CC=C1C)C 2-(2-methoxyvinyl)-1,3-xylene